Sodium t-pentoxide CCC(C)(C)[O-].[Na+]